[O-2].C(CCCCCCC)[Al](CCCCCCCC)CCCCCCCC tri-n-octylaluminum oxide